Octyl ((S)-(((2R,3S,5R)-5-(6-amino-2-fluoro-9H-purin-9-yl)-2-ethynyl-3-(((hexyloxy)carbonyl)oxy)tetrahydrofuran-2-yl)methoxy)(phenoxy)phosphoryl)-L-phenylalaninate NC1=C2N=CN(C2=NC(=N1)F)[C@H]1C[C@@H]([C@@](O1)(C#C)CO[P@](=O)(OC1=CC=CC=C1)N[C@@H](CC1=CC=CC=C1)C(=O)OCCCCCCCC)OC(=O)OCCCCCC